FC(C(Cl)(F)F)(Cl)Cl 1,2,2-trifluoro-1,1,2-trichloroethane